6-hydroxy-3-hexynylbutoxymethyl ether OCCCCC#CC(CCOCOCOCCC(C)C#CCCCCO)C